1-((1S,2S)-2-(1H-Benzo[d]imidazol-2-yl)cyclopropane-1-carboxamido)-N-(2-fluoro-3-(trifluoromethyl)phenyl)cyclopropane-1-carboxamide N1C(=NC2=C1C=CC=C2)[C@@H]2[C@H](C2)C(=O)NC2(CC2)C(=O)NC2=C(C(=CC=C2)C(F)(F)F)F